CN1N=CC(=C1)N1C(CN(CC1)C(=O)OC(C)(C)C)=O 1-(1-methyl-1H-pyrazol-4-yl)-4-tert-butoxycarbonyl-piperazin-2-one